1-((2-oxo-4-(o-tolyl)-2H-chromen-7-yl)amino)cyclopropane-1-carboxamide O=C1OC2=CC(=CC=C2C(=C1)C1=C(C=CC=C1)C)NC1(CC1)C(=O)N